rac-3-amino-6-(3-methylimidazo[1,2-a]pyridin-6-yl)-N-((4-methylmorpholin-2-yl)methyl)-5-(oxazol-2-yl)pyrazine-2-carboxamide NC=1C(=NC(=C(N1)C=1OC=CN1)C=1C=CC=2N(C1)C(=CN2)C)C(=O)NC[C@@H]2CN(CCO2)C |r|